N1(N=CC=2C1=CN=CC2)CCCN2CC1(C2)CC(C1)OC1=C2C=CN(C(C2=C(C=C1)Cl)=O)C 5-((2-(3-(1H-pyrazolo[3,4-c]pyridin-1-yl)propyl)-2-azaspiro[3.3]heptan-6-yl)oxy)-8-chloro-2-methylisoquinolin-1(2H)-one